C(CCCCCCC)C(CCCCCCCC)OC(CCCCCCCN(CCNC(CNCC(=O)NCCN(CCCCCCCC(=O)OC(CCCCCCCC)CCCCCCCC)CCCCCC(OCCCCCCCCCCC)=O)=O)CCCCCC(OCCCCCCCCCCC)=O)=O 1-octylnonyl 8-[2-[[2-[[2-[2-[[8-(1-octylnonoxy)-8-oxo-octyl]-(6-oxo-6-undecoxy-hexyl) amino] ethylamino]-2-oxo-ethyl] amino] acetyl]amino]ethyl-(6-oxo-6-undecoxy-hexyl)amino]octanoate